2-(5-amino-2-(furan-2-yl)-7H-pyrazolo[4,3-e][1,2,4]triazolo[1,5-c]pyrimidin-7-yl)-N-((3-methoxypyridin-2-yl)methyl)-2-phenylpropanamide NC1=NC2=C(C=3N1N=C(N3)C=3OC=CC3)C=NN2C(C(=O)NCC2=NC=CC=C2OC)(C)C2=CC=CC=C2